6-(4-amino-4-methylpiperidin-1-yl)-3-(2-bromo-3-chloropyridin-4-yl)-N-methyl-1H-pyrazolo[3,4-b]pyridine-4-carboxamide NC1(CCN(CC1)C=1C=C(C2=C(N1)NN=C2C2=C(C(=NC=C2)Br)Cl)C(=O)NC)C